FC(OC=1C=CC(=NC1)C=1C=C2C=C(C(N(C2=NC1)CCN1CCOCC1)=O)C(=O)N[C@@H](C)C1=CC=C(C=C1)F)F (S)-6-(5-(difluoromethoxy)pyridin-2-yl)-N-(1-(4-fluorophenyl)ethyl)-1-(2-morpholinylethyl)-2-oxo-1,2-dihydro-1,8-naphthyridine-3-carboxamide